CS(=O)(=O)CCC#N 3-methanesulfonylpropionitrile